benzyl 4'-[(6S)-6-(2-t-butoxy-2-oxoethyl)-2,3,9-trimethyl-6H-thieno[3,2-f][1,2,4]triazolo[4,3-a][1,4]diazepin-4-yl][1,1'-biphenyl]-4-carboxylate C(C)(C)(C)OC(C[C@H]1C=2N(C3=C(C(=N1)C1=CC=C(C=C1)C1=CC=C(C=C1)C(=O)OCC1=CC=CC=C1)C(=C(S3)C)C)C(=NN2)C)=O